C(#N)C1=CC(=C(COC2=CC=CC(=N2)C2CCN(CC2)CC2=NC3=C(N2CC2OCC2)SC(=C3)C(=O)OCC)C=C1)F Ethyl 2-((4-(6-(4-cyano-2-fluorobenzyloxy) pyridin-2-yl) piperidin-1-yl) methyl)-3-(oxetan-2-ylmethyl)-3H-thieno[2,3-d]imidazole-5-carboxylate